6-(Cyclopropanecarboxamido)-4-((4-methoxy-1-methyl-1H-indol-3-yl)amino)-N-methylpyridazine-3-carboxamide C1(CC1)C(=O)NC1=CC(=C(N=N1)C(=O)NC)NC1=CN(C2=CC=CC(=C12)OC)C